C(C1=CC=CC=C1)OC[C@]1(CN(CC1)C(C)(C)C1=NC=CC=C1)CCC1=C(C=C(C#N)C=C1)F (R)-4-(2-(3-((benzyloxy)methyl)-1-(2-(pyridin-2-yl)propan-2-yl)pyrrolidin-3-yl)ethyl)-3-fluorobenzonitrile